BrC1=C(CC2NC(=NOC2)C2=CC(=NC=C2OC2=C(C(=CC=C2)Cl)F)C)C=CC(=C1)C 5-(2-bromo-4-methylbenzyl)-3-[5-(3-chloro-2-fluorophenoxy)-2-methylpyridin-4-yl]-5,6-dihydro-4H-1,2,4-oxadiazine